O[C@@H]1[C@H](CCCC1)NC(=O)C1=CC(=C(C=2OCOC21)C)CC2=CC=C(C=C2)C2=NN(C=C2)C N-[(1S,2S)-2-hydroxycyclohexyl]-7-methyl-6-[[4-(1-methylpyrazol-3-yl)phenyl]methyl]-1,3-benzodioxole-4-carboxamide